5-(2-furoyl)amino-3-(1-isopropyl-1,2,3,6-tetrahydropyridin-4-yl)-1H-indole O1C(=CC=C1)C(=O)NC=1C=C2C(=CNC2=CC1)C=1CCN(CC1)C(C)C